(S)-6-((1-amino-1-oxopropan-2-yl)amino)-2-(1H-indol-5-yl)pyrimidine-4-carboxamide NC([C@H](C)NC1=CC(=NC(=N1)C=1C=C2C=CNC2=CC1)C(=O)N)=O